7-bromo-1,1,2,2,3,3,4,4,5,5,6,6-dodecafluoroheptane BrCC(C(C(C(C(C(F)F)(F)F)(F)F)(F)F)(F)F)(F)F